CC1(OB(OC1(C)C)C=1C=CC2=C(C1)C1=CC=CC=C1C21C2=CC=CC=C2OC=2C=CC=CC12)C 4,4,5,5-tetramethyl-2-(spiro[fluorene-9,9'-xanthen]-3-yl)-1,3,2-dioxaborolane